[Li+].F[C@@H](C(=O)[O-])ON1[C@@H]2C=C([C@H](N(C1=O)C2)C(NCCNS(=O)(=O)C)=O)C (2S)-2-fluoro-2-[[(2S,5R)-2-[2-(methanesulfonamido)ethylcarbamoyl]-3-methyl-7-oxo-1,6-diazabicyclo[3.2.1]oct-3-en-6-yl]oxy]acetic acid lithium salt